5-(1-methyl-1H-pyrazol-5-yl)pyridin CN1N=CC=C1C=1C=CC=NC1